3-Nitro-1-(2,2,2-trifluoroethyl)pyrazole [N+](=O)([O-])C1=NN(C=C1)CC(F)(F)F